ClC1=NC=C(C(=C1)C1=C(C=NC(=C1)C)C(=O)NC=1SC2=C(N1)CN(C2)C(C2=C(N=CC=C2)C(F)F)=O)OC 2'-chloro-N-(5-(2-(difluoromethyl)nicotinoyl)-5,6-dihydro-4H-pyrrolo[3,4-d]thiazol-2-yl)-5'-methoxy-6-methyl-[4,4'-bipyridine]-3-carboxamide